FC=1C=C(C(=O)OC)C=C(C1COC1=CC=C(C=C1)OS(=O)(=O)F)F methyl 3,5-difluoro-4-((4-((fluorosulfonyl)oxy)phenoxy)methyl)benzoate